CC1N(CC2=CC(=CC=C2C1)C1=CC=C(C=C1)C(F)(F)F)CC=C 1-(3-methyl-7-(4-(trifluoromethyl)phenyl)-3,4-dihydroisoquinolin-2(1H)-yl)prop-2-en